FC(C1=CC=C(C=C1)CS)(F)F (4-(trifluoromethyl)phenyl)methyl mercaptan